C(C)(C)(C)C=1C(=C(C=CC1)C=1NC(=C(N1)C(C)C)C)O 2-(3-tert-butyl-2-hydroxyphenyl)-4-isopropyl-5-methylimidazole